ClC=1C=C(C=C(C1)C#N)NC(C(=O)NC(C(=O)NC1=C(C(=O)O)C=CC=C1)CC1=CC=CC=C1)=O 2-(2-(((3-chloro-5-cyanophenyl)amino)-2-oxoacetamido)-3-phenylpropionamido)benzoic acid